6-(cyclopropanecarboxamido)-4-((3-methoxy-4-(1-((3R,4S)-4-methoxytetrahydrofuran-3-yl)-1H-pyrazol-4-yl)pyridin-2-yl)amino)nicotinamide C1(CC1)C(=O)NC1=NC=C(C(=O)N)C(=C1)NC1=NC=CC(=C1OC)C=1C=NN(C1)[C@@H]1COC[C@H]1OC